COC1=CC(=CC2=C1N(N=N2)C)/C=C/C(=O)OCC (E)-ethyl 3-(7-methoxy-1-methyl-1H-benzo[d][1,2,3]triazol-5-yl)acrylate